CSC1=NNC=N1 3-methylthio-1,2,4-triazole